ClC1=CC(=NC=C1)C(=O)N1CC(CC1)C1=C(C=C(C=C1)C1=C(C=CC=C1)C1CC1)CO (4-chloropyridin-2-yl)(3-(2'-cyclopropyl-3-(hydroxymethyl)biphenyl-4-yl)pyrrolidin-1-yl)methanone